1,4-dibromo-4-methyl-1,4-disilacyclohexane Br[SiH]1CC[Si](CC1)(C)Br